(E)-2-((1-(3,5-difluorobenzyl)piperidin-4-yl)methylene)-5,6-dimethoxy-2,3-dihydrobenzo[b]thiophene 1,1-dioxide FC=1C=C(CN2CCC(CC2)\C=C\2/CC3=C(S2(=O)=O)C=C(C(=C3)OC)OC)C=C(C1)F